tert-butyl 1-(4-(2-(4-cyclopropylpiperazin-1-yl)-4-(trifluoromethyl) benzyl) piperazine-1-carbonyl)-1H-pyrazole-3-carboxylate C1(CC1)N1CCN(CC1)C1=C(CN2CCN(CC2)C(=O)N2N=C(C=C2)C(=O)OC(C)(C)C)C=CC(=C1)C(F)(F)F